2-(3-Oxa-6-azabicyclo[3.1.1]heptan-6-yl)-N-(4,5-difluoro-2-((3-(trifluoromethyl)bicyclo[1.1.1]pentan-1-yl)carbamoyl)phenyl)-6-methoxybenzo[d]thiazole-7-carboxamide C12COCC(N1C=1SC3=C(N1)C=CC(=C3C(=O)NC3=C(C=C(C(=C3)F)F)C(NC31CC(C3)(C1)C(F)(F)F)=O)OC)C2